(7R,14R)-1-(difluoromethoxy)-11-(5-hydroxy-3-methylpent-1-yn-1-yl)-6-(methyl-d3)-6,7-dihydro-7,14-methanobenzo[f]benzo[4,5]imidazo[1,2-a][1,4]diazocin-5(14H)-one FC(OC1=CC=CC=2C(N([C@H]3C=4N([C@@H](C21)C3)C3=C(N4)C=CC(=C3)C#CC(CCO)C)C([2H])([2H])[2H])=O)F